NC1=NNC(=C1)CC(=O)NC1=CC=C(C=C1)F 2-(3-amino-1H-pyrazol-5-yl)-N-(4-fluorophenyl)acetamide